Selenium Phosphate P(=O)([O-])([O-])[O-].[Se+2].P(=O)([O-])([O-])[O-].[Se+2].[Se+2]